methyl (7S)-2-benzyl-7-methyl-3-[2-[(4R)-1-oxa-6-azaspiro[3.4]octan-6-yl]ethyl]-3H,6H,7H,8H,9H-imidazo[4,5-f]quinoline-6-carboxylate C(C1=CC=CC=C1)C=1N(C=2C(=C3CC[C@@H](N(C3=CC2)C(=O)OC)C)N1)CCN1C[C@]2(CCO2)CC1